5-((5-hydroxypentyl)amino)oxazole OCCCCCNC1=CN=CO1